1-butyl-4-methylpyridine chloride [Cl-].C(CCC)N1CC=C(C=C1)C